1-(1-methoxyethyl)-2-nitrobenzene COC(C)C1=C(C=CC=C1)[N+](=O)[O-]